C(C)OC(=O)[C@@H]1CC2(OCCO2)CC[C@@H]1NC([C@H](CCSC)NC(=O)OCC1=CC=CC=C1)=O.C(C)(C)NS(=O)(=O)C1=CC=C(C=C1)C1=CC=C(C=C1)OCC#C N-isopropyl-4'-propargyloxy-4-biphenyl-sulfonamide ethyl-(7R,8S)-8-((S)-2-(((benzyloxy)carbonyl)amino)-4-(methylthio)butanamido)-1,4-dioxaspiro[4.5]decane-7-carboxylate